3-(3,3,3-trifluoropropyl)-1H-inden-1-one FC(CCC1=CC(C2=CC=CC=C12)=O)(F)F